NC1=NC=2CC[C@@H]([C@H](C2C=N1)O)[C@H]1N2C(C3=CC=CC=C13)=CN=C2 (5R,6R)-2-amino-6-((R)-5H-imidazo[5,1-a]isoindol-5-yl)-5,6,7,8-tetrahydroquinazolin-5-ol